tert-butyl 4-((2-(6-amino-4-(trifluoromethyl)pyridin-3-yl)-4-morpholinopyrrolo[2,1-f][1,2,4]triazin-6-yl)methyl)piperazine-1-carboxylate NC1=CC(=C(C=N1)C1=NN2C(C(=N1)N1CCOCC1)=CC(=C2)CN2CCN(CC2)C(=O)OC(C)(C)C)C(F)(F)F